3-amino-imidazo[1,2-a]pyridine-6-carboxylic acid (2-hydroxy-ethyl)-amide OCCNC(=O)C=1C=CC=2N(C1)C(=CN2)N